2,6-dibromo-4-ethylphenol BrC1=C(C(=CC(=C1)CC)Br)O